ClC1=CC(=C(C=C1)C1=C(N(N=N1)C)CN1N=CC(=CC1=O)C=1C=NC(=C(C1)C)OCC)F 2-((5-(4-chloro-2-fluoro-phenyl)-3-methyl-triazol-4-yl)methyl)-5-(6-ethoxy-5-methyl-3-pyridyl)pyridazin-3-one